(3R)-3-(3-iodo-1-tetrahydropyran-2-yl-pyrazolo[3,4-c]pyridin-5-yl)oxybutan-1-amine IC1=NN(C2=CN=C(C=C21)O[C@@H](CCN)C)C2OCCCC2